Methyl ((R)-2-amino-4-phenylbutanoyl)-L-alaninate N[C@@H](C(=O)N[C@@H](C)C(=O)OC)CCC1=CC=CC=C1